anthracenyl-maleimide C1(=CC=CC2=CC3=CC=CC=C3C=C12)C=1C(=O)NC(C1)=O